NC1=NC=CC(=C1F)CC=1C(=C(C(=C(C(=O)NC(C#C[Si](C)(C)C)([2H])[2H])C1)NC1=C(C=C(C=C1)I)F)F)F 5-((2-amino-3-fluoropyridin-4-yl)methyl)-3,4-difluoro-2-((2-fluoro-4-iodophenyl)aminyl)-N-(3-(trimethylsilyl)prop-2-yn-1-yl-1,1-d2)benzamide